C(=O)(OC(C)(C)C)N1C(CCCC1)C(=O)O Boc-pipecolic acid